NC=1C2=C(N=CN1)N(C=C2C#CC2=C(C=C(C=C2F)N2C[C@@H](CC2)F)F)[C@@H]2O[C@@H]([C@H]([C@H]2O)O)CNS(N)(=O)=O 4-amino-5-[2-[2,6-difluoro-4-[(3R)-3-fluoropyrrolidin-1-yl]phenyl]ethynyl]-7-[(2R,3R,4S,5R)-3,4-dihydroxy-5-[(sulfamoylamino)methyl]tetrahydrofuran-2-yl]pyrrolo[2,3-d]pyrimidine